4-((5-Chloro-4-((2-(diethylphosphoryl)phenyl)amino)pyrimidin-2-yl)amino)benzoic acid ClC=1C(=NC(=NC1)NC1=CC=C(C(=O)O)C=C1)NC1=C(C=CC=C1)P(=O)(CC)CC